Methyl (R)-4-(((3R,4S)-3-aminotetrahydro-2H-pyran-4-yl)(methyl)amino)-3-benzyl-4-oxobutanoate N[C@H]1COCC[C@@H]1N(C([C@@H](CC(=O)OC)CC1=CC=CC=C1)=O)C